benzyl 4-(8-oxa-3-aza-bicyclo[3.2.1]oct-3-yl)-3,5-difluorophenylcarbamate C12CN(CC(CC1)O2)C2=C(C=C(C=C2F)NC(OCC2=CC=CC=C2)=O)F